O1C=CC2=C1C=CC(=C2)CN2C1=C(SCC2=O)SC(=C1)C(=O)NC1=CNC2=CC=CC=C12 1-(benzofuran-5-ylmethyl)-N-(1H-indol-3-yl)-2-oxo-2,3-dihydro-1H-thieno[2,3-b][1,4]thiazine-6-carboxamide